ClC=1C=C(C=CC1)C=1SC(=C(N1)C)C(C)=O 2-(3-chlorophenyl)-4-methyl-5-acetylthiazole